C(C)(C)N(CC(=O)C1=CN(C2=NC=C(C=C21)OC)COCC[Si](C)(C)C)C(C)C 2-(diisopropylamino)-1-(5-methoxy-1-((2-(trimethylsilyl)ethoxy)methyl)-1H-pyrrolo[2,3-b]pyridin-3-yl)ethan-1-one